FC1([C@@H]([C@H]1C(NC=1C(=NC(=CC1)C1=C(C(=NO1)C)CNC1=NC=CC(=N1)C1=CSC=C1)C)=O)C(=O)O)F (1S,3S)-2,2-difluoro-3-((2-methyl-6-(3-methyl-4-(((4-(thiophen-3-yl)pyrimidin-2-yl)amino)methyl)isoxazol-5-yl)pyridin-3-yl)carbamoyl)-cyclopropane-1-carboxylic acid